ethylene bis(oxyethylene) bis[3-(5-tert-butyl-4-hydroxy-m-tolyl)propionate] C(C)(C)(C)C=1C(=C(C=C(C1)C)CCC(=O)O)O.C(C)(C)(C)C=1C(=C(C=C(C1)C)CCC(=O)O)O.C(COC=C)OC=C